FC(OC1=C(C(=CC=C1)F)C=1C=C2C(=NNC2=CC1[N+]#[C-])C1N(CCC2=C(C=CC=C12)C)C([2H])([2H])[2H])F (5-(2-(difluoromethoxy)-6-fluorophenyl)-6-isocyano-1H-indazol-3-yl)-5-methyl-2-(methyl-d3)-1,2,3,4-tetrahydroisoquinoline